((R)-2-hydroxymethyl-pyrrolidin-1-yl)-[(4bS,6R)-1-(1-methanesulfonyl-1-methyl-ethyl)-5-methyl-5,6,8a,9-tetrahydro-8H-7,10-dioxa-2,4,4b-triazaphenanthren-3-yl]-methanone OC[C@@H]1N(CCC1)C(=O)C=1N=C(C=2OCC3COCC(N3C2N1)C)C(C)(C)S(=O)(=O)C